C(C)C1(CC=2C=C(C(=NC2C=2N1C=C(C(C2)=O)C(=O)O)OC)OCCCOC)CC 6,6-diethyl-2-methoxy-3-(3-methoxypropoxy)-10-oxo-5,10-dihydro-6H-pyrido[1,2-h][1,7]naphthyridine-9-carboxylic acid